(S)-3-(2-(hydroxymethyl)-1-(oxetan-2-ylmethyl)-1H-imidazol-5-yl)propionic acid ethyl ester C(C)OC(CCC1=CN=C(N1C[C@H]1OCC1)CO)=O